N(=[N+]=[N-])CC1=C(C=C(C=C1)C(=N)NC(OC(C)(C)C)=O)Cl tert-butyl ((4-(azidomethyl)-3-chlorophenyl)(imino)methyl)carbamate